C(CCC)NC=1C=C(C(=O)O)C=C(C1OC1=CC=CC=C1)S(N)(=O)=O 3-n-butylamino-4-phenoxy-5-sulfamoylbenzoic acid